C1(=CC=CC=C1)C1(CCC(CC1)O)O 1-phenylcyclohexane-1,4-diol